BrC=1C=C2C(=NC1)N(C=C2)S(=O)(=O)C2=CC=C(C=C2)C 5-bromo-1-(4-methylbenzene-1-sulfonyl)-1H-pyrrolo[2,3-b]pyridine